(S)-2-((2-(4-cyanophenyl)propyl)amino)-N-(5-(2-methyl-2H-1,2,3-triazol-4-yl)pyridin-2-yl)-2-phenylacetamide C(#N)C1=CC=C(C=C1)C(CN[C@H](C(=O)NC1=NC=C(C=C1)C1=NN(N=C1)C)C1=CC=CC=C1)C